(R)-2-((5-(2-(6-(dimethylamino)-2-methylhexan-3-yl)-2,6-diazaspiro[3.4]octan-6-yl)-1,2,4-triazin-6-yl)oxy)-N-ethyl-5-fluoro-N-isopropylbenzamide CN(CCC[C@H](C(C)C)N1CC2(C1)CN(CC2)C=2N=CN=NC2OC2=C(C(=O)N(C(C)C)CC)C=C(C=C2)F)C